methyl (S)-2-amino-3-(8-(1,4-dimethyl-2-oxo-1,2-dihydropyridin-3-yl)imidazo[1,2-a]pyridin-5-yl)propanoate N[C@H](C(=O)OC)CC1=CC=C(C=2N1C=CN2)C=2C(N(C=CC2C)C)=O